3-Chloro-7-methyl-5-(4,4,5,5-tetramethyl-1,3,2-dioxaborolan-2-yl)-7H-pyrrolo[2,3-c]pyridazine ClC1=CC2=C(N=N1)N(C=C2B2OC(C(O2)(C)C)(C)C)C